BrC1=CC(=C2C(=C(C=NC2=C1)S(=O)(=O)NC1COCC1)Cl)F 7-bromo-4-chloro-5-fluoro-N-(tetrahydrofuran-3-yl)quinoline-3-sulfonamide